C(C=C)ON1C(N2[C@@H](C3=C([C@@H]1C2)C=NN3C)C=O)=O (4R,8S)-5-(allyloxy)-1-methyl-6-oxo-4,5,6,8-tetrahydro-1H-4,7-methanopyrazolo[3,4-e][1,3]Diazepine-8-carbaldehyde